CC(C=O)C 2-methyl-propan-1-one